C(C)OC(=O)C=1N=C2N(C=CC(=C2)CCl)C1 7-(chloromethyl)imidazo[1,2-a]pyridine-2-carboxylic acid ethyl ester